1-(5-fluoro-2-(iodomethyl)-2-(methoxymethyl)-2,3-dihydrobenzofuran-7-yl)ethan-1-one FC=1C=C(C2=C(CC(O2)(COC)CI)C1)C(C)=O